C(C)(C)(C)C1=NC(=NO1)C1=CC=C(C(=O)N2CCN(CC2)C2=NC3=CC=CC=C3C(N2)=O)C=C1 2-[4-[4-(5-tert-Butyl-1,2,4-oxadiazol-3-yl)benzoyl]piperazin-1-yl]-3H-quinazolin-4-one